C(C)(C)(C)NC=1C=C2C(=CC=NC2=CC1OC)C1=NN2C(C(NCC2)=O)=C1Cl 2-[6-(tert-butylamino)-7-methoxyquinolin-4-yl]-3-chloro-5H,6H,7H-pyrazolo[1,5-a]pyrazin-4-one